6-amino-7-(4-bromophenyl)-9-(1-(2-(piperidin-4-yl)ethyl)piperidin-4-yl)-7,9-dihydro-8H-purin-8-one hydrochloride Cl.NC1=C2N(C(N(C2=NC=N1)C1CCN(CC1)CCC1CCNCC1)=O)C1=CC=C(C=C1)Br